3-(3-(4-benzylpiperidin-1-yl)propyl)isobenzofuran-1(3H)-one hydrochloride Cl.C(C1=CC=CC=C1)C1CCN(CC1)CCCC1OC(C2=CC=CC=C12)=O